N,N'-di-sec-butyl-para-phenylenediamine C(C)(CC)NC1=CC=C(C=C1)NC(C)CC